C(C)C1=CC=C(OCC(=O)N(CC=2SC=CC2)C2=NNC=C2)C=C1 (4-ethylphenoxy)-N-(1H-pyrazol-3-yl)-N-(thiophen-2-ylmethyl)acetamide